FC1([C@H]2CC=3C(=NNC3C[C@]21C)C=2NC1=CC(=CC=C1C2)C(=O)O)F 2-[(4aS,5aR)-5,5-difluoro-5a-methyl-1H,4H,4aH,6H-cyclopropa[f]indazol-3-yl]-1H-indole-6-carboxylic acid